(S)-2-amino-2-(5-(ethylsulfonyl)pyridin-2-yl)ethan-1-ol (1,2-dioxoethylene) bis(iminoethylene) bis(3-(3,5-di-tert-butyl-4-hydroxyphenyl)propionate) C(C)(C)(C)C=1C=C(C=C(C1O)C(C)(C)C)CCC(=O)O.C(C)(C)(C)C=1C=C(C=C(C1O)C(C)(C)C)CCC(=O)O.N=C=C.N=C=C.O=C=C=O.N[C@H](CO)C1=NC=C(C=C1)S(=O)(=O)CC